(R)-2,4-dihydroxy-3,3-dimethyl-1-(1-methyl-4-(2-phenylacetyl)-1H-pyrrol-2-yl)butan-1-one O[C@@H](C(=O)C=1N(C=C(C1)C(CC1=CC=CC=C1)=O)C)C(CO)(C)C